2,3-di(prop-2-yl)naphthalene-1-sulfonic acid CC(C)C1=C(C2=CC=CC=C2C=C1C(C)C)S(=O)(=O)O